ClC(OC1=CC=C(C=C1)NC(=O)C1=CC(=C2C3(C(NC2=C1)=O)CCCCC3)C=3C=C1C(=NC3)CC=3C1=NN(C3)C3=NC=CC=N3)(F)F N-(4-(chlorodifluoromethoxy)phenyl)-4'-(2-(pyrimidin-2-yl)-2,4-dihydropyrazolo[3',4':3,4]cyclopenta[1,2-b]pyridin-7-yl)-2'-oxospiro[cyclohexane-1,3'-indoline]-6'-carboxamide